C(C=C)C1=C2C(=CN=CC2=CC=C1)N1C(N(C(=NC1=O)SC)CC1=C(C=C(C(=C1)F)F)F)=O 3-(5-allylisoquinolin-4-yl)-6-(methylthio)-1-(2,4,5-trifluorobenzyl)-1,3,5-triazine-2,4(1H,3H)-dione